C(C)(=O)OCC1=NC=C(C(=O)O)C(=C1)C1=C(C=CC(=C1)C#N)OC 6-(acetoxymethyl)-4-(5-cyano-2-methoxyphenyl)nicotinic acid